FC=1C=C(C=C(C1)F)[C@@H]1CC=NN1C(=O)N1CCN(CC1)C1=CC(=NC=C1F)N1N=C(N=C1C)C (S)-(5-(3,5-difluorophenyl)-4,5-dihydro-1H-pyrazol-1-yl)(4-(2-(3,5-dimethyl-1H-1,2,4-triazol-1-yl)-5-fluoropyridin-4-yl)piperazin-1-yl)methanone